cosyloxy-2,2,6,6-tetramethyl-piperidin-1-ol C(CCCCCCCCCCCCCCCCCCC)OC1C(N(C(CC1)(C)C)O)(C)C